(1,2,2-tristyryl)benzaldehyde C(=CC1=CC=CC=C1)C1(C=O)C(C=CC=C1)(C=CC1=CC=CC=C1)C=CC1=CC=CC=C1